5-fluoro-2-methoxy-6-(2,2,2-trifluoro-1-methoxyethyl)pyridin-3-amine FC=1C=C(C(=NC1C(C(F)(F)F)OC)OC)N